4-(4-(trifluoromethoxy)benzoyl)benzamide FC(OC1=CC=C(C(=O)C2=CC=C(C(=O)N)C=C2)C=C1)(F)F